Ethyl (E)-4-{[4-(3-chloro-10,11-dihydro-dibenzo[b,f]azepin-5-yl)butyl]-isopropyl-amino}but-2-enoate maleate C(\C=C/C(=O)O)(=O)O.ClC=1C=CC2=C(N(C3=C(CC2)C=CC=C3)CCCCN(C/C=C/C(=O)OCC)C(C)C)C1